4-(4-bromo-2-oxo-2,3-dihydro-1H-1,3-benzodiazol-1-yl)-N-[4-(dimethylamino)phenyl]cyclohexane-1-carboxamide BrC1=CC=CC=2N(C(NC21)=O)C2CCC(CC2)C(=O)NC2=CC=C(C=C2)N(C)C